Cl.CC1=C(C=CC=2OC(OC21)C)C(=O)O dimethylbenzo[d][1,3]dioxol-5-carboxylate hydrochloride